[Cl-].C(CCCCCCC)[N+]1(CCCCC1)CC 1-Octyl-1-ethylpiperidinium chlorid